1H-indol-5-yl carbonochloridate C(OC=1C=C2C=CNC2=CC1)(=O)Cl